COC1=C(C=CC=C1)C1OC(=C(C1=O)OS(=O)(=O)CC1=CC=CC=C1)N 2-(2-methoxyphenyl)-4-[[phenylmethylsulfonyl]oxy]-5-amino-3(2H)-furanone